[15N2,13C6]-lysine [15NH2][13C@@H]([13CH2][13CH2][13CH2][13CH2][15NH2])[13C](=O)O